4-(p-tolylcarbamoyl)phenyl sulfurofluoridate S(OC1=CC=C(C=C1)C(NC1=CC=C(C=C1)C)=O)(=O)(=O)F